glycerol tri-oleate C(CCCCCCC\C=C/CCCCCCCC)(=O)OCC(OC(CCCCCCC\C=C/CCCCCCCC)=O)COC(CCCCCCC\C=C/CCCCCCCC)=O